1-amino-3-methylimidazole NN1CN(C=C1)C